C(C1=CC=CC=C1)O[C@H]1[C@@H](O[C@@H]([C@@H]([C@@H]1OCC1=CC=CC=C1)OCC1=CC=CC=C1)CO[Si](C1=CC=CC=C1)(C1=CC=CC=C1)C(C)(C)C)O[C@H]1[C@@H]([C@H]([C@H](OCC2=CC=CC=C2)O[C@@H]1COCC1=CC=CC=C1)N=[N+]=[N-])OCC1=CC=CC=C1 Benzyl 2,3,4-tri-O-benzyl-6-O-(tert-Butyldiphenylsilyl)-β-D-galactopyranosyl-(1→4)-2-azido-3,6-di-O-benzyl-2-deoxy-β-D-glucopyranoside